CNC1=C(C=CC=C1)I methyl-2-iodoaniline